methyl 4-(cyclopropylmethyl)-1H-imidazole-2-carboxylate C1(CC1)CC=1N=C(NC1)C(=O)OC